C(C)(C)(C)OC(=O)N1CC(C(C1)NC(=O)OCC1=CC=CC=C1)N 3-amino-4-(((benzyloxy)carbonyl)amino)pyrrolidine-1-carboxylic acid tert-butyl ester